BrC1=CC(=C2C(N(C(C2=C1)=O)CC1=NC=C(C=C1)Cl)(C1=CC=C(C=C1)Cl)OCC1(CC1)CNCCO[Si](C)(C)C(C)(C)C)F 6-bromo-3-((1-(((2-((tertbutyldimethylsilyl)oxy)ethyl)amino)methyl)cyclopropyl)methoxy)-3-(4-chlorophenyl)-2-((5-chloropyridin-2-yl)methyl)-4-fluoroisoindolin-1-one